2-(6-(((1R,3S,5S)-1,5-dimethyl-8-azabicyclo[3.2.1]octan-3-yl)(methyl)amino)pyridazin-3-yl)-5-(1H-pyrazol-4-yl)phenol C[C@]12CC(C[C@](CC1)(N2)C)N(C2=CC=C(N=N2)C2=C(C=C(C=C2)C=2C=NNC2)O)C